5-(1-cyanocyclobutyl)-2-hydroxybenzoic acid C(#N)C1(CCC1)C=1C=CC(=C(C(=O)O)C1)O